tert-butyl (S)-4-(7-(3-cyanophenyl)-5-cyclopropyl-7H-pyrrolo[2,3-d]pyrimidin-4-yl)-3-methylpiperazine-1-carboxylate C(#N)C=1C=C(C=CC1)N1C=C(C2=C1N=CN=C2N2[C@H](CN(CC2)C(=O)OC(C)(C)C)C)C2CC2